C(C1=CC=CC=C1)C=1N(C=2C(=C3CC[C@@H](N(C3=CC2)C(=O)OC)C)N1)C1CCC(CC1)C(=O)O 4-((S)-2-benzyl-6-(methoxycarbonyl)-7-methyl-6,7,8,9-tetrahydro-3H-imidazo[4,5-f]quinolin-3-yl)cyclohexane-1-carboxylic acid